(5S,8S,10aR)-5-amino-3-{8-[2-(2,6-dioxopiperidin-3-yl)-1-oxo-2,3-dihydro-1H-isoindol-4-yl]oct-7-ynoyl}-N-methyl-6-oxo-N-phenyl-decahydropyrrolo[1,2-a][1,5]diazocine-8-carboxamide N[C@H]1CN(CC[C@@H]2N(C1=O)[C@@H](CC2)C(=O)N(C2=CC=CC=C2)C)C(CCCCCC#CC2=C1CN(C(C1=CC=C2)=O)C2C(NC(CC2)=O)=O)=O